N-(1-benzhydryl-3-(pyridin-3-yl)piperidin-3-yl)-2-methylpropane-2-sulfinamide C(C1=CC=CC=C1)(C1=CC=CC=C1)N1CC(CCC1)(C=1C=NC=CC1)NS(=O)C(C)(C)C